COC1C(CC1)N 2-methoxycyclobutylamine